di-tert-butyl (4aR)-10-ethyl-11-oxo-1,2,4,4a,5,6,11,12-octahydro-3H,10H-pyrazino[1',2':5,6][1,5]oxazocino[2,3-g]quinoxaline-3,9(14H)-dicarboxylate C(C)C1C(NC2=CC3=C(C=C2N1C(=O)OC(C)(C)C)OCC[C@H]1N(C3)CCN(C1)C(=O)OC(C)(C)C)=O